(6aS,12bR)-(-)-N-propyl-2-ethoxy-10,11-dihydroxy-5,6,6a,7,8,12b-hexahydrobenzo[a]phenanthridine C(CC)N1[C@H]2CCC3=C([C@@H]2C=2C=C(C=CC2C1)OCC)C=C(C(=C3)O)O